CO[C@@H]1[C@@H](COC1)N1C(=CC2=C1N=C(N=C2)NC=2C(=NN(C2)C2COC2)OC(C(F)(F)F)C)C#N 7-((3R,4R)-4-Methoxytetrahydrofuran-3-yl)-2-((1-(oxetan-3-yl)-3-((1,1,1-trifluoropropan-2-yl)oxy)-1H-pyrazol-4-yl)amino)-7H-pyrrolo[2,3-d]pyrimidine-6-carbonitrile